C(CCC)C1=NC=2C(=C(N=NC2N)OCC)N1CC1=CC=C(C=C1)OC 2-butyl-7-ethoxy-1-(4-methoxybenzyl)-1H-imidazo[4,5-d]pyridazin-4-amine